FC1([C@@H](C[C@H]2C[C@@H]([C@H]3[C@@H]4CC[C@H]([C@@H](CCC(=O)N5CC(CCC5)C(=O)[O-])C)[C@]4(CC[C@@H]3[C@]2(C1)C)C)O)O)F.[Na+] sodium 1-(2,2-difluoro-3β,7β-dihydroxy-5β-cholan-24-oyl)-piperidine-3-carboxylate